(R)-5-cyclopropyl-3-(trifluoromethyl)-6,7,7a,8,10,11-hexahydropyrazino[1,2-d]pyrido[3,2-b][1,4]diazepin C1(CC1)N1C2=C(N3[C@H](CC1)CNCC3)N=CC(=C2)C(F)(F)F